(R)-N-(2,2-dimethylpiperidin-4-yl)-N-methylacetamide CC1(NCC[C@H](C1)N(C(C)=O)C)C